2-(difluoromethoxy)-3,4,5,6-tetrafluoro-N,N-bis(4-methoxybenzyl)benzenesulfonamide FC(OC1=C(C(=C(C(=C1F)F)F)F)S(=O)(=O)N(CC1=CC=C(C=C1)OC)CC1=CC=C(C=C1)OC)F